BrC1=CC(=CNC1=O)C#N 5-bromo-6-oxo-1H-pyridine-3-carbonitrile